25-chloro-17,19-difluoro-22,22-dioxo-9-oxa-22λ6-thia-3,4,6,21-tetrazapentacyclo[21.3.1.116,20.02,6.010,15]octacosa-1(26),2,4,10,12,14,16(28),17,19,23(27),24-undecaen-24-ol ClC1=C(C=2S(NC3=C(C=C(C(C4=CC=CC=C4OCCN4C=NN=C4C(=C1)C2)=C3)F)F)(=O)=O)O